6-[(S)-1H-benzimidazol-2-yl-(5-fluoro-2-hydroxy-phenyl)methyl]-2-[4-(1-methyl-4-piperidinyl)phenyl]-5H-pyrrolo[3,4-b]pyridin-7-one N1C(=NC2=C1C=CC=C2)[C@@H](N2C(C1=NC(=CC=C1C2)C2=CC=C(C=C2)C2CCN(CC2)C)=O)C2=C(C=CC(=C2)F)O